rel-(R)-2-(6-fluoro-2-oxo-1,4-dihydroquinazolin-3(2H)-yl)-4-methylpentanoic acid FC=1C=C2CN(C(NC2=CC1)=O)[C@@H](C(=O)O)CC(C)C |o1:12|